FC(C=1OC(=NN1)C=1C=NC(=NC1)OC1(CC1)C1=C(C=CC=C1F)F)F 2-(difluoromethyl)-5-[2-[1-(2,6-difluorophenyl)cyclopropoxy]pyrimidin-5-yl]-1,3,4-oxadiazole